FC1(C2CC(CC12)C(=O)NC1=CC(=C(C=C1)C)C=1N=NC=CC1)F 6,6-difluoro-N-(4-methyl-3-(pyridazin-3-yl)phenyl)bicyclo[3.1.0]hexane-3-carboxamide